CC(C)(C)S(=O)N=CC1=CC(=CC=C1)C(F)(F)F 2-methyl-N-(3-(trifluoromethyl)benzylidene)propane-2-sulfinamide